CC=1SC(=C(N1)C)C1=C(C=CC=C1)C=1N=C2N(C=CC(=C2)C(=O)N2C[C@](CC2)(O)CNC(OC(C)(C)C)=O)C1C tert-butyl (R)-((1-(2-(2-(2,4-dimethylthiazol-5-yl)phenyl)-3-methylimidazo[1,2-a]pyridine-7-carbonyl)-3-hydroxypyrrolidin-3-yl)methyl)carbamate